CC1=CN(C=2C=NN(C(C21)=O)COCC[Si](C)(C)C)CCOCCC(N2CCN(CC2)C2=NC=C(C=N2)C(F)(F)F)=O 3-methyl-1-(2-(3-oxo-3-(4-(5-(trifluoromethyl)pyrimidin-2-yl)piperazin-1-yl)propoxy)ethyl)-5-((2-(trimethylsilyl)ethoxy)methyl)-1,5-dihydro-4H-pyrrolo[2,3-d]pyridazin-4-one